C1(=CC=CC=C1)N(C1=CC=C(C2=CC=C(N(C=3C=C(C=CC3)C)C3=CC=CC=C3)C=C2)C=C1)C=1C=C(C=CC1)C diphenyl-N,N'-di(3-tolyl)-benzidine